O[C@@]1(C(N(CC1)C)=O)C1=CC(=NO1)C1=CC=C(O1)C1=CC=CC(=N1)C(=O)OC (R)-Methyl 6-(5-(5-(3-hydroxy-1-methyl-2-oxopyrrolidin-3-yl)isoxazol-3-yl)furan-2-yl)picolinate